9-(4-tert-butylphenyl)-3,6-bis(trityl)-9H-carbazole C(C)(C)(C)C1=CC=C(C=C1)N1C2=CC=C(C=C2C=2C=C(C=CC12)C(C1=CC=CC=C1)(C1=CC=CC=C1)C1=CC=CC=C1)C(C1=CC=CC=C1)(C1=CC=CC=C1)C1=CC=CC=C1